6-propylpyrimidine-5-carbonitrile C(CC)C1=C(C=NC=N1)C#N